(R)-2-ethyl-2,3,7,8-tetrahydrothieno[2',3':4,5]benzo[1,2-f][1,4]oxazepine-4(5H)-carboxylic acid 2,2,2-trichloroethyl ester 9,9-dioxide ClC(COC(=O)N1C[C@H](OC2=C(C1)C=C1C(=C2)S(CC1)(=O)=O)CC)(Cl)Cl